FC=1C=C(CN2CC=3C(N(C=4N(C3CC2)C=CN4)CC4=CC=C(C=C4)F)=O)C=CC1 7-(3-Fluorobenzyl)-4-(4-Fluorobenzyl)-6,7,8,9-Tetrahydroimidazo[1,2-a]pyrido[3,4-e]pyrimidin-5(4H)-one